docosa-4,7,11,13,15,19-hexaenoate C(CCC=CCC=CCCC=CC=CC=CCCC=CCC)(=O)[O-]